3-(5-(2-(1H-Imidazol-1-yl)acetyl)-2-isopropoxyphenyl)-2-(piperazine-1-carbonyl)quinazolin-4(3H)-one N1(C=NC=C1)CC(=O)C=1C=CC(=C(C1)N1C(=NC2=CC=CC=C2C1=O)C(=O)N1CCNCC1)OC(C)C